O=C1N=C2N(C3=CC=C(C=C13)S(=O)(=O)N)CCN2 5-oxo-1H,2H-imidazo[1,2-a]quinazoline-7-sulfonamide